3-[4-chloro-3-(2,6-dioxo-3-piperidyl)benzoyl]-3-azaspiro[5.5]undecane-9-carbaldehyde ClC1=C(C=C(C(=O)N2CCC3(CC2)CCC(CC3)C=O)C=C1)C1C(NC(CC1)=O)=O